(2,5-dimethoxypyridine-4-yl)boric acid COC1=NC=C(C(=C1)OB(O)O)OC